glycine diformate C(=O)O.C(=O)O.NCC(=O)O